ClC[C@H]1C[C@@H](NC1)COC1(N2C(N(C(CC1)C2)OS(=O)(=O)O)=O)C(=O)N [(2R,4S)-4-Chloromethyl-pyrrolidin-2-yl]methyloxyl-7-oxo-6-(sulfooxy)-1,6-diazabicyclo[3.2.1]octane-2-carboxamide